N-(4-amino-3,4-dioxo-1-phenylbutan-2-yl)-4-(2,6-difluorophenyl)-2-methyloxazole-5-carboxamide NC(C(C(CC1=CC=CC=C1)NC(=O)C1=C(N=C(O1)C)C1=C(C=CC=C1F)F)=O)=O